7-(5-(6-ethoxy-1H-pyrazolo[3',4':3,4]pyrazolo[1,5-a]pyridin-4-yl)pyridin-2-yl)-2,7-diazaspiro[3.5]nonane-2-carboxylic acid tert-butyl ester C(C)(C)(C)OC(=O)N1CC2(C1)CCN(CC2)C2=NC=C(C=C2)C=2C=1N(C=C(C2)OCC)N=C2C1C=NN2